[I-].C1(=CC=CC=C1)O Phenol iodide